4-[(2S,6R)-2-[[3-[4-[(4aR,7aR)-3,4,4a,5,7,7a-hexahydro-2H-pyrrolo[3,4-b][1,4]oxazin-6-yl]phenyl]azetidin-1-yl]methyl]-6-methyl-morpholin-4-yl]-1-methyl-1,8-naphthyridin-2-one O1[C@H]2[C@H](NCC1)CN(C2)C2=CC=C(C=C2)C2CN(C2)C[C@H]2CN(C[C@H](O2)C)C2=CC(N(C1=NC=CC=C21)C)=O